5-[(1R)-1-(3,5-dichloro-2-methyl-4-pyridyl)ethoxy]-3-[6-(3-methoxy-3-methyl-azetidin-1-yl)-3-pyridyl]-1H-indazole ClC=1C(=NC=C(C1[C@@H](C)OC=1C=C2C(=NNC2=CC1)C=1C=NC(=CC1)N1CC(C1)(C)OC)Cl)C